1-hexyl-2,3-dimethyl-imidazolium C(CCCCC)N1C(=[N+](C=C1)C)C